C1(CC1)C1=NC=NC(=C1C=1N=CC=2C(N1)=C(N(N2)COCC[Si](C)(C)C)CC2=CC=C(C=C2)C=2N(C=C(N2)C(F)(F)F)C)OCC 2-[[5-(4-cyclopropyl-6-ethoxy-pyrimidin-5-yl)-3-[[4-[1-methyl-4-(trifluoromethyl)imidazol-2-yl]phenyl]methyl]pyrazolo[4,3-d]pyrimidin-2-yl]methoxy]ethyl-trimethyl-silane